FC1CC(N(C1)C(CC=1C=CC=2N(C1)N=CN2)=O)C(=O)NC(C2=CC=CC=C2)C2=CC(=C(C=C2)C(C)C)F 4-fluoro-N-{[3-fluoro-4-(prop-2-yl)phenyl](phenyl)methyl}-1-(2-{[1,2,4]triazolo[1,5-a]pyridin-6-yl}acetyl)pyrrolidine-2-carboxamide